NCCCN1CCN(CC1)CO 4-(3-aminopropyl)piperazine-1-methanol